NC=1C=2N(C3=CC(=C(C=C3C1)O)O)CCCN2 (1S)-5-amino-2,3-dihydro-8,9-dihydroxy-1H-pyrimido[1,2-a]quinoline